5-((3-chloro-2-methoxyphenyl)aminomethylsulfonyl)-4-hydroxy-6-oxo-3,6-dihydropyridine-1(2H)-carboxylic acid tert-butyl ester C(C)(C)(C)OC(=O)N1CCC(=C(C1=O)S(=O)(=O)CNC1=C(C(=CC=C1)Cl)OC)O